BrC1=CC=C(C(=C1C(=O)O)Cl)F 6-bromo-2-chloro-3-fluorobenzoic acid